B(C1=CC=C(C=C1)Br)(O)O 4-bromobenzeneboric acid